methyl 3-amino-4-(((E)-4-((Z)-6-carbamoyl-4-(3,3-dimethoxypropoxy)-2-((1-ethyl-3-methyl-1H-pyrazole-5-carbonyl)imino)benzo[d]thiazol-3(2H)-yl)but-2-en-1-yl)amino)-5-methoxybenzoate NC=1C=C(C(=O)OC)C=C(C1NC\C=C\CN1/C(/SC2=C1C(=CC(=C2)C(N)=O)OCCC(OC)OC)=N/C(=O)C2=CC(=NN2CC)C)OC